N-hydroxy-2,4,5-trifluorobenzamide ONC(C1=C(C=C(C(=C1)F)F)F)=O